dilauryl-tin C(CCCCCCCCCCC)[Sn]CCCCCCCCCCCC